Bis(dibenzylidene-acetone) palladium (0) [Pd].C(C1=CC=CC=C1)=CC(=O)C=CC1=CC=CC=C1.C(C1=CC=CC=C1)=CC(=O)C=CC1=CC=CC=C1